3-hydroxypropyl(triphenyl)phosphonium bromide [Br-].OCCC[P+](C1=CC=CC=C1)(C1=CC=CC=C1)C1=CC=CC=C1